5-bromo-2-((5-ethyl-2-methoxy-4-(4-methylpiperidin-1-yl)phenyl)amino)pyrimidin BrC=1C=NC(=NC1)NC1=C(C=C(C(=C1)CC)N1CCC(CC1)C)OC